1-benzyl-3-methyl-1-oxo-phospholene C(C1=CC=CC=C1)P1(C=C(CC1)C)=O